1,1,1-trifluoropropyl-cyclopentadiene FC(C(C)C1=CC=CC1)(F)F